C(C1=CC=CC=C1)OC1=CC2=C(N(C3=C(CC2)C=CC(=C3)Cl)CCCCNC/C=C/C(=O)OCC)C=C1 Ethyl (E)-4-[4-(2-benzyloxy-7-chloro-10,11-dihydro-dibenzo[b,f]azepin-5-yl)-butylamino]-but-2-enoat